2-(6-(Bis(2,4-dimethoxybenzyl)amino)-2-butoxy-5-nitropyrimidin-4-yl)malonic acid dimethyl ester COC(C(C(=O)OC)C1=NC(=NC(=C1[N+](=O)[O-])N(CC1=C(C=C(C=C1)OC)OC)CC1=C(C=C(C=C1)OC)OC)OCCCC)=O